N[C@@H](CC)C=1N=C(SC1)C(=O)C1=CNC=2C1=NC=CC2 (S)-(4-(1-aminopropyl)thiazol-2-yl)(1H-pyrrolo[3,2-b]pyridin-3-yl)methanone